(R)-3-hydroxy-pyrrolidine-1-carboxylic acid tert-butyl ester C(C)(C)(C)OC(=O)N1C[C@@H](CC1)O